1-(2-(5-(4-Chlorophenyl)-1H-imidazol-2-yl)piperidin-1-yl)-2-(methylsulfanyl)propan-1-one ClC1=CC=C(C=C1)C1=CN=C(N1)C1N(CCCC1)C(C(C)SC)=O